NC1=NCN(C2=CC=C(C=C12)O)C1=C2C=CN=C(C2=CC=C1C)NC1=C(C(=CC=C1)Cl)F 4-amino-N-(1-((3-chloro-2-fluorophenyl)amino)-6-methylisoquinolin-5-yl)-6-hydroxyquinazoline